(2R,4S)-tert-butyl 4-((2-bromo-6-((tert-butyldimethylsilyl)oxy)-4-chlorophenyl)amino)-2-(hydroxymethyl)-2-methylpyrrolidine-1-carboxylate BrC1=C(C(=CC(=C1)Cl)O[Si](C)(C)C(C)(C)C)N[C@H]1C[C@](N(C1)C(=O)OC(C)(C)C)(C)CO